C(C)(C)(C)C1=CN=C(O1)[C@H]1C[C@H](CC1)C1=CC(=NN1)NC1=C(C2=C(NS(C2)(=O)=O)C=C1)F cis-5-((5-(3-(5-(tert-butyl)oxazol-2-yl)cyclopentyl)-1H-pyrazol-3-yl)amino)-4-fluoro-1,3-dihydrobenzo[c]isothiazole 2,2-dioxide